CC1=CC2=C(NN=N2)C=C1 5-methyl-1,2,3-benzotriazole